ClC=1C=NC=C(C1[C@@H](C)OC=1C=C2C(=NNC2=CC1)C(=O)NC=1C=NN(C1)CC(C)(C)O)Cl (R)-5-(1-(3,5-Dichloropyridin-4-yl)ethoxy)-N-(1-(2-Hydroxy-2-Methylpropyl)-1H-Pyrazol-4-yl)-1H-Indazol-3-Carboxamid